NC1=NC=2C=CC(=CC2C2=C1C=NN2C)C(=O)N2C(CCC(C2)=C(F)F)C=2C=CC1=C(N=CS1)C2 (4-amino-1-methyl-1H-pyrazolo[4,3-c]quinolin-8-yl)(2-(benzo[d]thiazol-5-yl)-5-(difluoromethylene)piperidin-1-yl)methanone